2'-fluoro-5'-methyl-[1,1'-biphenyl] FC1=C(C=C(C=C1)C)C1=CC=CC=C1